2-(2,6-dimethoxypyridin-4-yl)-3-ethyl-5-(4-(1-methylpiperidin-4-yl)piperazin-1-yl)-1H-indole COC1=NC(=CC(=C1)C=1NC2=CC=C(C=C2C1CC)N1CCN(CC1)C1CCN(CC1)C)OC